C(C)(C)(C)N(C1CN(CC1)C1=NC=2C(=C(C3=C(C2C=N1)COC3)C3=NC=C(C1=C3C(=C(S1)NC(OC(C)(C)C)=O)C#N)F)F)C tert-Butyl (4-(3-(3-(tert-Butyl(methyl)amino)pyrrolidin-1-yl)-5-fluoro-7,9-dihydrofuro[3,4-f]quinazolin-6-yl)-3-cyano-7-fluorothieno[3,2-c]pyridin-2-yl)carbamate